(E)-1,2-diiodoethylene I\C=C\I